6-chloro-7-(difluoromethoxy)-1-(4-fluoro-2-methylphenyl)-3-(6-methoxy-2-methylpyridin-3-yl)-2,3-dihydroquinazolin-4(1H)-one ClC=1C=C2C(N(CN(C2=CC1OC(F)F)C1=C(C=C(C=C1)F)C)C=1C(=NC(=CC1)OC)C)=O